Trimethoxysilyl-propanetriol CO[Si](OC)(OC)C(C(O)(O)O)C